N-[(S)-1-(3,4-dicyanophenyl)ethyl]-4-[(S)-5-methyl-1,4-diazepan-1-yl]-8-cyclopropyl-6-methyl-1,7-diaza-3-naphthamide C(#N)C=1C=C(C=CC1C#N)[C@H](C)NC(=O)C=1C=NC2=C(N=C(C=C2C1N1CCN[C@H](CC1)C)C)C1CC1